(S)-2-((4-((2-hydroxy-1-phenylethyl)amino)-5-(3-(quinuclidin-4-yl)-1,2,4-oxadiazol-5-yl)pyridin-2-yl)amino)-7,7-dimethyl-6-propyl-6,7-dihydro-5H-pyrrolo[3,4-d]pyrimidin-5-one OC[C@H](C1=CC=CC=C1)NC1=CC(=NC=C1C1=NC(=NO1)C12CCN(CC1)CC2)NC=2N=CC1=C(N2)C(N(C1=O)CCC)(C)C